N1=C(C=CC=C1)C(CC)=O 1-(2-pyridyl)propan-1-one